CN([C@H]1C[C@H](C1)CS(=O)(=O)[C@@H]1C[C@H](CC1)C#N)C=1C2=C(N=CN1)NC=C2 (1s,3s)-3-[({cis-3-[methyl-(7H-pyrrolo[2,3-d]pyrimidin-4-yl)amino]cyclobutyl}methyl)-sulfonyl]cyclopentanecarbonitrile